4-(γ-glutamyl-amino)butyric acid N[C@@H](CCC(=O)NCCCC(=O)O)C(=O)O